C(C1=CC=CC=C1)C(C(=O)OCC)(C(=O)OC=CC)OC[C@H]1OC([C@@H]([C@]1(C#C)OC(C)=O)OC(C)=O)OC(C)=O 1-ethyl 3-prop-1-en-1-yl 2-benzyl-(((2r,3r,4r)-3,4,5-triacetoxy-3-ethynyl tetrahydrofuran-2-yl) methoxy)-malonate